FC1=CC=C(C=C1)C=1C=NN(C1O)C1=NC=C(C(=O)O)C=C1 6-(4-(4-Fluorophenyl)-5-hydroxy-1H-pyrazol-1-yl)nicotinic acid